CN(CCCCN)CC=C N-methyl-N-(2-propenyl)-1,4-butanediamine